ClC=1C=C(C(=NC1)C(C)NC(C1=CC(=CC(=C1)C=1SC(=CN1)C)OCC1CC1)=O)F N-[1-(5-chloro-3-fluoropyridin-2-yl)ethyl]-3-(cyclopropylmethoxy)-5-(5-methyl-1,3-thiazol-2-yl)benzamide